4-(4-(difluoromethoxy)phenyl)-2-ethoxy-6-(2-methyl-2H-indazol-5-yl)thiazolo[4,5-b]pyridin-5(4H)-one FC(OC1=CC=C(C=C1)N1C2=C(C=C(C1=O)C1=CC3=CN(N=C3C=C1)C)SC(=N2)OCC)F